COC(=O)C1=CC=NC2=CC=C(C=C12)C1(CC(C1)OC)O 6-(1-hydroxy-3-methoxycyclobutyl)quinoline-4-carboxylic acid methyl ester